C1(CC1)[C@@H](\C=C\[S@@](=O)(=NC)C)NC(=O)C=1C(=NC(=NC1)C(C)(F)F)OC1=CC=CC=C1 |o1:3,6| N-((S or R,E)-1-cyclopropyl-3-((R or S)-N,S-dimethylsulfonimidoyl)allyl)-2-(1,1-difluoroethyl)-4-phenoxypyrimidine-5-carboxamide